ClC1=CC(=NC=C1)N1CCNCC1 4-(4-chloropyridin-2-yl)piperazin